CCNC1=CC2=C(C3=CC=CC=C31)N=C4C=C(C(=[N+](C)CC)C=C4O2)C The molecule is a cationic fluorescent dye derived from benzo[a]phenoxazin-7-ium. It has a role as a fluorochrome. It is an organic heterotetracyclic compound and an organic cation.